C(C)(=O)ON=C(C)C=1C=CC=2N(C3=CC=C(C=C3C2C1)C(C1=C(C=C(C=C1)OCC1C(C(C(C1)=O)(C)C)=O)C)=O)CC N-acetoxy-1-[9-ethyl-6-{2-methyl-4-(3,3-dimethyl-2,4-dioxocyclopentylmethyloxy)benzoyl}-9H-carbazol-3-yl]ethane-1-imine